CC1(C23C(C=CC1=O)C(C(CC2)C3)(C)C)C 2,2,7,7-Tetramethyltricyclo[6.2.1.0(1,6)]undec-4-en-3-one